2,2-dimethyl-4H-1,3-dioxin-4-one CC1(OC=CC(O1)=O)C